6-bromo-1-(2,4,6-trihydroxy-3-propionylphenyl)hexan-1-one BrCCCCCC(=O)C1=C(C(=C(C=C1O)O)C(CC)=O)O